N1=NCN(C=C1)N 1,2,4-TRIAZINE-4-AMINE